(R)-N-((S,Z)-5-((tert-butyldiphenylsilyl)oxy)-3-fluoropent-3-en-2-yl)-2-methylpropan-2-sulfinamide [Si](C1=CC=CC=C1)(C1=CC=CC=C1)(C(C)(C)C)OC\C=C(\[C@H](C)N[S@](=O)C(C)(C)C)/F